O[C@]12[C@@H](C[C@H]3[C@@H]4CC[C@H]([C@@H](CC[C@H](C(C)C)C)C)[C@]4(CC[C@@H]3[C@]2(CC[C@@H](C1)O)C)C)NCCCN 5α-hydroxy-6β-(3-aminopropylamino)campestan-3β-ol